CC1=C(C(OC12CC1(CCCCC1)CO2)=O)C2=CC=CC=C2 4-Methyl-3-phenyl-1,14-dioxadispiro[4.1.57.25]tetradec-3-en-2-on